N-(2,6-dioxo-3-piperidinyl)-2-oxo-3H-pyridine-6-carboxamide O=C1NC(CCC1NC(=O)C=1C=CCC(N1)=O)=O